4-amino-1-((2R,4S,5R)-4-((tert-butyldimethylsilyl)oxy)-5-(((tert-butyldimethylsilyl)oxy)methyl)-5-propyl-tetrahydrofuran-2-yl)pyrimidin-2(1H)-one NC1=NC(N(C=C1)[C@@H]1O[C@]([C@H](C1)O[Si](C)(C)C(C)(C)C)(CCC)CO[Si](C)(C)C(C)(C)C)=O